N1CC(C1)C1=CC(=C(C(=C1)C)CN1CCC(CC1)(C)OC(C)=O)C acetic acid [1-[[4-(azetidin-3-yl)-2,6-dimethyl-phenyl] methyl]-4-methyl-4-piperidinyl] ester